BrC=1C=C(C=CC1)NC1(CCC2(C(CC3=CC=CC=C23)CCC2=CC=CC=C2)CC1)C(=O)O 4-(3-Bromophenylamino)-2'-(2-phenylethyl)-2',3'-dihydrospiro[cyclohexane-1,1'-indene]-4-carboxylic acid